OC1=C(C=C(C=C1)/C=C/C(=O)C1=C(C=CC=C1)CC1CNCS1)C (E)-3-(4-Hydroxy-3-methylphenyl)-1-[2-(1,3-thiazolidin-5-ylmethyl)phenyl]prop-2-en-1-one